C1=CC(=CC2=CC3=CC=CC=C3C=C12)N Anthracene-3-amine